FC(CN1N=NC2=C1C=C(C=C2)C=2C=CN1N=C(N=C(C12)OC)N[C@H]1C(CN(C1)C(C)=O)(F)F)F (R)-1-(4-((5-(1-(2,2-difluoroethyl)-1H-benzo[d][1,2,3]triazol-6-yl)-4-methoxypyrrolo[2,1-f][1,2,4]triazin-2-yl)amino)-3,3-difluoropyrrolidin-1-yl)ethan-1-one